O=C1N(C(C2=CC=CC=C12)=O)C[C@@H]1CN(C[C@H]1O)C(=O)OC(C)(C)C tert-butyl (3R,4S)-3-[(1,3-dioxoisoindol-2-yl)methyl]-4-hydroxypyrrolidine-1-carboxylate